COC=1C(=C(C=CC1)C(C)O)Br 1-(3-methoxy-2-bromophenyl)ethanol